C(C)N(CC)N1N=CCC1=NC1=CC=CC=C1 diethylaminophenylimino-5-pyrazoline